O[C@H](C(=O)NCCC1=CC=C(C=C1)OC)C (S)-2-hydroxyl-N-(4-Methoxyphenethyl)propionamide